2-bromo-N-(4-fluorophenyl)-5-(trifluoromethyl)pyridine-4-carboxamide BrC1=NC=C(C(=C1)C(=O)NC1=CC=C(C=C1)F)C(F)(F)F